FC1=C(C(=CC(=C1)N1N=NC=C1)F)C=1N=C2N(C=CC(=C2)C)C1C[C@H]1CNCCO1 (S)-2-((2-(2,6-difluoro-4-(1H-1,2,3-triazol-1-yl)phenyl)-7-methylimidazo[1,2-a]pyridin-3-yl)methyl)morpholine